(((3-((4-((2-amino-3-chloropyridin-4-yl)oxy)-3-fluorophenyl)carbamoyl)-1-(4-fluorophenyl)-2-oxo-1,2-dihydropyridin-4-yl)-oxy)methyl)phosphonic acid NC1=NC=CC(=C1Cl)OC1=C(C=C(C=C1)NC(=O)C=1C(N(C=CC1OCP(O)(O)=O)C1=CC=C(C=C1)F)=O)F